3-(5-(1-((1-methyl-1H-pyrazol-3-yl)methyl)piperidin-4-yl)-1-oxoisoindolin-2-yl)piperidine-2,6-dione CN1N=C(C=C1)CN1CCC(CC1)C=1C=C2CN(C(C2=CC1)=O)C1C(NC(CC1)=O)=O